[3,8]Phenanthroline C1=CN=CC2=CC=C3C=NC=CC3=C12